benzyl-dimethylphenylammonium citraconate C(\C(\C)=C/C(=O)[O-])(=O)[O-].C(C1=CC=CC=C1)[N+](C1=CC=CC=C1)(C)C.C(C1=CC=CC=C1)[N+](C)(C)C1=CC=CC=C1